N-(Cyclohexylmethyl)-2-(4-(trifluoromethyl)phenyl)oxazole-4-carboxamide C1(CCCCC1)CNC(=O)C=1N=C(OC1)C1=CC=C(C=C1)C(F)(F)F